C(C)(C)(C)C1(C(=C(NC(=C1C(=O)O)C)C)C(=O)O)C(C)(C)C di-tert-butyl-1,4-dihydro-2,6-dimethyl-3,5-pyridinedicarboxylic acid